2-OXO-OXAZOLIDIN-5-CARBOXAMIDE O=C1OC(CN1)C(=O)N